ClC1=CC2=C(N=CC(=C2NC(C)C)[N+](=O)[O-])N1COCC[Si](C)(C)C 2-chloro-N-isopropyl-5-nitro-1-((2-(trimethylsilyl)ethoxy)methyl)-1H-pyrrolo[2,3-b]pyridin-4-amine